2-((4-Fluorobenzyl)(methyl)amino)malononitrile FC1=CC=C(CN(C(C#N)C#N)C)C=C1